P(=O)([O-])([O-])O.[Mg+2] Monomagnesium phosphat